1-(2-(aminomethyl)-6-cyclopropylimidazo[1,2-a]pyridin-8-yl)-4-methylpiperazin-2-one NCC=1N=C2N(C=C(C=C2N2C(CN(CC2)C)=O)C2CC2)C1